4-[4-[[2-(4-chlorophenyl)-4,4-dimethylcyclohexen-1-yl]methyl]piperazin-1-yl]-N-[3-nitro-4-(oxan-4-ylmethylamino)phenyl]sulfonyl-2-(1H-pyrrolo[2,3-b]pyridin-5-yloxy)benzamide CC1(CCC(=C(C1)C2=CC=C(C=C2)Cl)CN3CCN(CC3)C4=CC(=C(C=C4)C(=O)NS(=O)(=O)C5=CC(=C(C=C5)NCC6CCOCC6)[N+](=O)[O-])OC7=CN=C8C(=C7)C=CN8)C